2-[3-(difluoromethyl)-5-fluorophenoxy]-8,8-difluoro-5-iodobicyclo[4.2.0]octa-1,3,5-trien-7-one FC(C=1C=C(OC2=C3C(C(C3=C(C=C2)I)=O)(F)F)C=C(C1)F)F